(2,6-dichloropyridin-4-yl)methyl N6-(4-(2-(tert-butoxy)-2-oxoethyl)piperazine-1-carbonyl)-N2-(tert-butoxycarbonyl)-N2-methyl-L-lysinate C(C)(C)(C)OC(CN1CCN(CC1)C(=O)NCCCC[C@H](N(C)C(=O)OC(C)(C)C)C(=O)OCC1=CC(=NC(=C1)Cl)Cl)=O